tert-butyl 4-(((6-amino-5-chloropyrimidin-4-yl)amino)methyl)piperidine-1-carboxylate NC1=C(C(=NC=N1)NCC1CCN(CC1)C(=O)OC(C)(C)C)Cl